3,5-dihydroxybenzaldehyde potassium [K].OC=1C=C(C=O)C=C(C1)O